C(C)C(CN(CC(CCCC)CC)CN1N=NC2=C1C=CC=C2C(=O)O)CCCC 1-[N,N-bis(2-ethylhexyl)aminomethyl]-4-carboxylbenzotriazole